Ethylhexanoic acid zinc salt CCCCC(CC)C(=O)[O-].[Zn+2]